(S)-8-(2-amino-6-((R)-2,2,2-trifluoro-1-(4-(pyrimidin-5-yl)phenyl)ethoxy)pyrimidin-4-yl)-2,8-diazaspiro[4.5]decane-3-carboxylic acid NC1=NC(=CC(=N1)N1CCC2(C[C@H](NC2)C(=O)O)CC1)O[C@@H](C(F)(F)F)C1=CC=C(C=C1)C=1C=NC=NC1